FC1([C@H](C=2C(=NN(C2CC1)CCC(C(F)(F)F)OC)C(F)(F)F)O)F (4S)-5,5-difluoro-1-[(5S)-4,4,4-trifluoro-3-methoxybutyl]-3-(trifluoromethyl)-6,7-dihydro-4H-indazol-4-ol